C12(CC(C1)C2)N2C=C1C(N=C(N=C1N[C@H](C#C)C1=C3CCC(C3=CC=C1)(F)F)C)=CC2=O (R)-6-(bicyclo[1.1.1]pentan-1-yl)-4-((1-(1,1-difluoro-2,3-dihydro-1H-inden-4-yl)prop-2-yn-1-yl)amino)-2-methylpyrido[4,3-d]pyrimidin-7(6H)-one